FC1=CC2=C(OC(CN2)(C)C)C(=C1)C#N 6-fluoro-2,2-dimethyl-3,4-dihydro-2H-benzo[b][1,4]oxazine-8-carbonitrile